FC=1C(=CC(=C(C1)C1=CC=C(C=C1)NC([C@@H]1N(CCC1)C(NC1=CC=C(C=C1)C(C)C)=O)=O)C)C(=O)O 5-fluoro-2-methyl-4'-[(1-{[4-(propan-2-yl)phenyl]carbamoyl}-D-prolyl)amino][1,1'-biphenyl]-4-carboxylic acid